ClC=1C(=C(C=CC1)C)[C@@]1(CN(CC1)C(=O)OC(C)(C)C)NC1=CC=C2C(C(N(C2=C1)C)=O)(C)C tert-butyl (S)-3-(3-chloro-2-tolyl)-3-(1-methyl-3,3-dimethyl-2-oxo-6-indolinylamino)-1-pyrrolidinecarboxylate